tert-Butyl 7-((3-(2-(cyclopropanecarboxamido)pyridin-4-yl)-1-tosyl-1H-pyrrolo[2,3-b]pyridin-4-yl)oxy)-3,4-dihydroisoquinoline-2(1H)-carboxylate C1(CC1)C(=O)NC1=NC=CC(=C1)C1=CN(C2=NC=CC(=C21)OC2=CC=C1CCN(CC1=C2)C(=O)OC(C)(C)C)S(=O)(=O)C2=CC=C(C)C=C2